C1(CC1)N(C1=C(C(=NC=N1)NCC1(CCN(CC1)C(=O)OC(C)(C)C)C=O)F)CC1=CC=C(C=C1)C(F)(F)F tert-Butyl 4-(((6-(cyclopropyl(4-(trifluoromethyl)benzyl)amino)-5-fluoropyrimidin-4-yl)amino)methyl)-4-formylpiperidine-1-carboxylate